FC1=CC=C(OC2=CC=C(C=C2)C2=CC(=CC(=N2)[C@H](CO)O)[C@H](CO)O)C=C1 (1R,1'R)-1,1'-(6-(4-(4-fluorophenoxy)phenyl)pyridine-2,4-diyl)bis(ethane-1,2-diol)